Methyl-2-[(4-chloro-5-iodo-1-phenyl-1H-pyrazol-3-yl)oxy]propanoat COC(C(C)OC1=NN(C(=C1Cl)I)C1=CC=CC=C1)=O